C(C)(C)(C)C(=O)NN(CC)CCC1=NC=C(C=C1[C@H]1N(CCC1)C1=NC=2N(C=C1)N=CC2C(=O)OCC)F ethyl (S)-5-(2-(2-(2-(2-(tert-butylcarbonyl)-1-ethylhydrazino)ethyl)-5-fluoropyridin-3-yl)pyrrolidin-1-yl)pyrazolo[1,5-a]pyrimidine-3-carboxylate